FC(OC1=C(C=CC=C1)C1=NC2=C(C=NC=C2)N1)F 2-(difluoromethoxy)phenyl-3H-imidazo[4,5-c]pyridine